1-((2-(4-chlorophenyl)-4,4-dimethylcyclohex-1-enyl)methyl)piperazine dihydrochloride Cl.Cl.ClC1=CC=C(C=C1)C1=C(CCC(C1)(C)C)CN1CCNCC1